C(C)(C)N1CCC(CC1)NC(=O)C=1C=2C[C@@H]3[C@H](C2N(N1)C1=C(C=C(C=C1)F)F)C3 (1aR,5aR)-2-(2,4-Difluoro-phenyl)-1a,2,5,5a-tetrahydro-1H-2,3-diaza-cyclopropa[a]pentalene-4-carboxylic acid (1-isopropyl-piperidin-4-yl)-amide